C1=CC(=CC=C1CC(C(=O)[O-])O)O The molecule is a 2-hydroxy carboxylate that is obtained by removal of a proton from the carboxylic acid group of 3-(4-hydroxyphenyl)lactic acid. It has a role as a human metabolite. It is a hydroxy monocarboxylic acid anion and a 2-hydroxy carboxylate. It derives from a lactate. It is a conjugate base of a 3-(4-hydroxyphenyl)lactic acid.